2-(1H-imidazol-1-yl)-N-(pyrimidin-5-yl)-6-(trifluoromethyl)pyrimidine-4-carboxamide N1(C=NC=C1)C1=NC(=CC(=N1)C(=O)NC=1C=NC=NC1)C(F)(F)F